rel-(2-(((tert-butoxycarbonyl)amino)methyl) cyclopropyl)methyl methanesulfonate CS(=O)(=O)OCC1C(C1)CNC(=O)OC(C)(C)C